C(C)(C)(C)C=1C(=C(C=C(C1)SC(C)(C)SC1=CC(=C(C(=C1)C(C)(C)C)O)C(C)(C)C)C(CCNS(=O)(=O)C1CC1)(C)C)O N-(3-(3-(tert-butyl)-5-((2-((3,5-di-tert-butyl-4-hydroxyphenyl)thio)propan-2-yl)thio)-2-hydroxyphenyl)-3-methylbutyl)-cyclopropanesulfonamide